C(C=C)(=O)NC1=CC=C(C=C1)[C@@H](C(=O)O)NC(=O)OC(C)(C)C (S)-2-(4-acrylamidophenyl)-2-((tert-butoxycarbonyl)amino)acetic acid